CC(C(=O)C1=C(C(=CC=C1)C1=CC=C(C=C1)SC)SC)(CN1CCOCC1)N1CCOCC1 2-methyl-2-morpholino(morpholino)-1-(4-methylsulfanyl-phenyl-(methylsulfanylphenyl))propan-1-one